5-fluoro-7-methyl-1H-indole FC=1C=C2C=CNC2=C(C1)C